5-chloro-7-(methylsulfanyl)-2-[1-(propan-2-yl)-1H-pyrazol-4-yl][1,2,4]triazolo[1,5-c]quinazoline ClC1=NC=2C(=CC=CC2C=2N1N=C(N2)C=2C=NN(C2)C(C)C)SC